C=C1C(C=CC=C1Cl)Cl 1-methylene-2,6-dichlorobenzene